4-[6-fluoro-1-(4-fluorophenyl)-4-hydroxy-2-(2-methoxy-1,1-dimethyl-ethyl)indol-3-yl]benzoic acid FC1=CC(=C2C(=C(N(C2=C1)C1=CC=C(C=C1)F)C(COC)(C)C)C1=CC=C(C(=O)O)C=C1)O